NC1=C2C(=NC=N1)N(N=C2C2=CC=C(C=C2)OC2=CC=CC=C2)[C@H]2CN(CCC2)C(CCCCSC2=C1C(N(C(C1=CC=C2F)=O)C2C(NC(CC2)=O)=O)=O)=O 4-((5-((R)-3-(4-amino-3-(4-phenoxyphenyl)-1H-pyrazolo[3,4-d]pyrimidin-1-yl)piperidin-1-yl)-5-oxopentyl)thio)-2-(2,6-dioxopiperidin-3-yl)-5-fluoroisoindoline-1,3-dione